C(C)(C)C1=CC(=NN1)NC1=CN=CC(=N1)C1CC(CC1)=O 3-(6-((5-isopropyl-1H-pyrazol-3-yl)amino)pyrazin-2-yl)cyclopentan-1-one